N1(CCC1)CCC=1C(=CC(N(C1)C(C(=O)N[C@@H](CC(=O)O)C=1C=C(C=C(C1F)C)C1=C(C=C(C=C1C)C)C1CC1)CC(C)C)=O)C(F)(F)F (3S)-3-(2-(5-(2-(azetidin-1-yl)ethyl)-2-oxo-4-(trifluoromethyl)pyridin-1(2H)-yl)-4-methylpentanamido)-3-(2'-cyclopropyl-4-fluoro-4',5,6'-trimethyl-[1,1'-biphenyl]-3-yl)propanoic acid